FC1(C[C@H](CN(C1)C1C(CC(C1)C1=CC=C(C=C1)F)O)NC(OC(C)(C)C)=O)F tert-butyl (3R)-5,5-difluoro-1-(4-(4-fluoro phenyl)-2-hydroxycyclopentyl)piperidin-3-ylcarbamate